CN(C(CCC(C(=O)OC)C)=O)C Methyl (5-(dimethylamino)-2-methyl-5-oxopentanoate)